6-(6-(((1R,3s,5S)-1,5-dimethyl-8-azabicyclo[3.2.1]octan-3-yl)thio)-1,2,4-triazin-3-yl)isoquinolin-7-ol C[C@]12CC(C[C@](CC1)(N2)C)SC2=CN=C(N=N2)C=2C=C1C=CN=CC1=CC2O